NC1=C(C=CC2=CC=CC=C12)N=NC=1C=NC(=CC1)C1=C(C=C(C=C1)F)C 4-Amino-3-[6-(4-fluoro-2-methylphenyl)pyridin-3-ylazo]naphthalene